BrC1=C(C(=CN(C1=O)C1CCOCC1)C(=O)N[C@H](C)C1=C(C(=CC=C1)C(F)(F)F)C)NC1CCN(CC1)C (R)-5-bromo-N-(1-(2-methyl-3-(trifluoromethyl)phenyl)ethyl)-4-((1-methylpiperidin-4-yl)amino)-6-oxo-1-(tetrahydro-2H-pyran-4-yl)-1,6-dihydropyridine-3-carboxamide